FC1=CC=C(CN2N=CC(=C2)CNC2=NC=3NC4(C(NC3C(=N2)C)=O)CC4)C=C1 2'-(((1-(4-fluorobenzyl)-1H-pyrazol-4-yl)methyl)amino)-4'-methyl-5',8'-dihydro-6'H-spiro[cyclopropane-1,7'-pteridine]-6'-one